N-[2-(2,6-difluorophenyl)-2H-1,2,3-triazol-4-yl]acetamide FC1=C(C(=CC=C1)F)N1N=CC(=N1)NC(C)=O